(ethyl cyclohexyl formate) (ethyl cyclohexyl-carboxylate) C(C)C1(CCCCC1)C(=O)O.C(C)C1(CCCCC1)C(=O)O